BrC=1SC(=C2N=CC=NC12)Br 1,3-dibromo-2-thia-4,7-diazaindene